C(C)N(C(=O)N(C=1SC(=C(N1)C(=O)NC1C(CC1)(C)C)C)C1=CC(=NC(=C1)F)F)CC 2-[diethylcarbamoyl-(2,6-difluoro-4-pyridinyl)amino]-N-(2,2-dimethylcyclobutyl)-5-methyl-thiazole-4-carboxamide